6-(3-(cyclopropylamino)azetidin-1-yl)-N-((5,6-dichloro-1H-benzo[d]imidazol-2-yl)methyl)-N-(4-methoxybenzyl)-3-(trifluoromethyl)imidazo[1,2-b]pyridazin-8-amine C1(CC1)NC1CN(C1)C=1C=C(C=2N(N1)C(=CN2)C(F)(F)F)N(CC2=CC=C(C=C2)OC)CC2=NC1=C(N2)C=C(C(=C1)Cl)Cl